4-(8-((1,3-Dimethyl-1H-pyrazol-5-yl)sulfonyl)-8-azaspiro[4.5]decan-2-yl)morpholine CN1N=C(C=C1S(=O)(=O)N1CCC2(CCC(C2)N2CCOCC2)CC1)C